8-(3,5-dimethyl-1H-pyrazol-4-yl)-5-(((5-fluoro-2,3-dihydrobenzofuran-4-yl)methyl)amino)imidazo[1,2-c]pyrimidine-2-carbonitrile CC1=NNC(=C1C=1C=2N(C(=NC1)NCC1=C(C=CC3=C1CCO3)F)C=C(N2)C#N)C